[Cl-].OC1(CC[NH+](CC1)CCC)C1=CC(=CC=C1)SC 4-Hydroxy-4-(3-(methylthio)phenyl)-1-propylpiperidin-1-ium chlorid